C1(=CC=C(C=C1)S(=O)(=O)N1[C@H](C1)C(=O)OC)C Methyl (2R)-1-(p-tolylsulfonyl)aziridine-2-carboxylate